ethyl 2-(4-bromo-2-cyanophenyl)-2,2-difluoroacetate BrC1=CC(=C(C=C1)C(C(=O)OCC)(F)F)C#N